8-(6-oxa-3-azabicyclo[3.1.1]heptan-3-yl)-N-(1-(methylsulfonyl)piperidin-4-yl)quinazolin-2-amine C12CN(CC(O1)C2)C=2C=CC=C1C=NC(=NC21)NC2CCN(CC2)S(=O)(=O)C